FC(C1=NN=C(O1)C1=CC=C(N=N1)CN(C(=O)N1CCS(CC1)(=O)=NC(OCC1=CC=CC=C1)=O)C1=CC(=CC=C1)F)F Benzyl N-[4-[[6-[5-(difluoromethyl)-1,3,4-oxadiazol-2-yl]pyridazin-3-yl]methyl-(3-fluorophenyl)carbamoyl]-1-oxo-1,4-thiazinan-1-ylidene]carbamate